FC=1C=C(C=C(C1N1CCN(CC1)C)F)C1=C2C(=C(C(N(C2=CC=C1)CC(C)C)=O)C(=O)N)O (3,5-difluoro-4-(4-methylpiperazin-1-yl)phenyl)-4-hydroxy-1-isobutyl-2-oxo-1,2-dihydroquinoline-3-carboxamide